Cl.[Na] sodium hydrogen chloride salt